dicyclopentanylpropionamide C1(CCCC1)C(C(=O)N)(C)C1CCCC1